COC(=O)C=1C=C(C=C2C=NN(C12)CC1=CC=C(C=C1)C(F)(F)F)Br 5-bromo-1-(4-(trifluoromethyl)benzyl)-1H-indazole-7-carboxylic acid methyl ester